2-(bis(1-methyl-1H-indol-3-yl)methyl)-1-methyl-1H-benzo[d]imidazole CN1C=C(C2=CC=CC=C12)C(C1=NC2=C(N1C)C=CC=C2)C2=CN(C1=CC=CC=C21)C